NC1=C2N=CN(C2=NC(=N1)F)[C@H]1C[C@@H]([C@@](O1)(C#C)CO[P@](=O)(OC1=CC=CC=C1)N[C@@H](C)C(=O)OCC(CC)CC)OC(=O)OCCCCCC 2-Ethylbutyl ((S)-(((2R,3S,5R)-5-(6-amino-2-fluoro-9H-purin-9-yl)-2-ethynyl-3-(((hexyloxy)carbonyl)oxy)tetrahydro-furan-2-yl)methoxy)(phenoxy)phosphoryl)-L-alaninate